CC1=C(C(=CC=C1)C)C=1C=C(C=C(C1)C1=C(C=CC=C1C)C)O 3,5-di(2,6-dimethylphenyl)phenol